P(=O)(O)(O)O[C@H]1[C@@H](O[C@@H]([C@H]1OC)CO)N1C(=O)NC(=O)C=C1 3'-O-methyluridine-2'-phosphate